O(C1=CC=CC=C1)B(OC1=CC=CC=C1)OC1=CC=CC=C1 triphenoxyboron